N-((1,2,3,5,6,7-hexahydro-s-indacen-4-yl)carbamoyl)-1-isopropyl-1H-pyrazole-4-sulfonimidamide C1CCC2=C(C=3CCCC3C=C12)NC(=O)NS(=O)(=N)C=1C=NN(C1)C(C)C